CC1C(=NOC1=O)C=1SC=CC1 4-methyl-3-(thiophen-2-yl)isoxazol-5(4H)-one